Methyl (S)-3-((S)-2-((tert-butoxycarbonyl)amino)pent-4-enamido)-3-(2'-hydroxy-6'-methyl-[1,1'-biphenyl]-3-yl)propanoate C(C)(C)(C)OC(=O)N[C@H](C(=O)N[C@@H](CC(=O)OC)C=1C=C(C=CC1)C1=C(C=CC=C1C)O)CC=C